rac-3-((1-(4-Chlorobenzoyl)-4-hydroxypiperidin-4-yl)methyl)-7-(4-((3R,6S)-6-methylmorpholin-3-yl)phenyl)-3,7-dihydro-4H-pyrrolo[2,3-d]pyrimidin-4-one ClC1=CC=C(C(=O)N2CCC(CC2)(O)CN2C=NC3=C(C2=O)C=CN3C3=CC=C(C=C3)[C@H]3NC[C@@H](OC3)C)C=C1 |r|